C(C)(C)(C)OC(=O)N1C[C@H]([C@@H](C1)C)C(N(C)OC)=O |r| racemic-trans-3-(methoxy-methyl-carbamoyl)-4-methyl-pyrrolidine-1-carboxylic acid tert-butyl ester